C(C)OC(=O)C1CCN(CC1)C(C1=CC(=C(C=C1)[N+](=O)[O-])F)=O 1-(3-fluoro-4-nitrobenzoyl)piperidine-4-carboxylic acid ethyl ester